(4-(8-(2-Bromophenethyl)-2,6-dioxo-1-(prop-2-yn-1-yl)-1,2,6,7-tetrahydro-3H-purin-3-yl)butyl)phosphonic acid BrC1=C(CCC2=NC=3N(C(N(C(C3N2)=O)CC#C)=O)CCCCP(O)(O)=O)C=CC=C1